C(C=C)(=O)NC1=CC=C(C(=O)N2C[C@@H](CCC2)NC2=NC3=CC(=CC=C3C=N2)C(=O)O)C=C1 (R)-2-((1-(4-acrylamidobenzoyl)piperidin-3-yl)amino)quinazoline-7-carboxylic acid